(1s,4s)-bicyclo[2.2.1]heptan C12CCC(CC1)C2